2-ethoxy-3',5'-difluoro-N-((4-(hydroxymethyl)-1H-pyrazolo[4,3-c]pyridin-7-yl)methyl)-N-methyl-[1,1'-biphenyl]-4-carboxamide sodium salt [Na].C(C)OC1=C(C=CC(=C1)C(=O)N(C)CC=1C2=C(C(=NC1)CO)C=NN2)C2=CC(=CC(=C2)F)F